N1(N=CC=C1)C1=CC=C(C=N1)CNC1=C2N=CN(C2=NC(=N1)C=1C=NC=CC1)CC N-((6-(1H-pyrazol-1-yl)pyridin-3-yl)methyl)-9-ethyl-2-(pyridin-3-yl)-9H-purin-6-amine